C(C1=CC=CC=C1)N(C)CC1=CC(=NC(=N1)NC=1C=C(C=CC1)C)N 6-((Benzyl(methyl)amino)methyl)-N2-m-tolylpyrimidine-2,4-diamine